C1(CC1)C(N1C=C(C=2C1=NC=C(C2)C=2C(=NOC2C)C)C2=C(C=C(C(=O)O)C=C2)OC(C)C)C2CC2 4-(1-(dicyclopropylmethyl)-5-(3,5-dimethylisoxazol-4-yl)-1H-pyrrolo[2,3-b]pyridin-3-yl)-3-isopropoxybenzoic acid